C(C)(C)(C)CN(C([O-])=O)CCCOCC#CC=1C=C2C3=C(N(C2=CC1)C1C(NC(CC1)=O)=O)N=CC=C3 1-tert-butyl(3-((3-(9-(2,6-dioxopiperidin-3-yl)-9H-pyrido[2,3-b]indol-6-yl) prop-2-yn-1-yl)oxy)propyl)(methyl)carbamate